CC1=C(C=CC(=C1)C)C=1N=C(SC1CCC)NS(=O)(=O)C1=CC=CC=C1 N-[4-(2,4-dimethylphenyl)-5-propyl-thiazol-2-yl]benzenesulfonamide